FC=1C=C(C=CC1F)C=1C=NN(C1)C(=O)OC(C)(C)C tert-butyl 4-(3,4-difluorophenyl)pyrazole-1-carboxylate